(R)-N-hexyl-1-octyl-6-oxopiperazine-2-carboxamide trifluoroacetate FC(C(=O)O)(F)F.C(CCCCC)NC(=O)[C@@H]1N(C(CNC1)=O)CCCCCCCC